(Z)-3-(4-fluorophenyl)-4-phenyl-N-((4-(trifluoromethyl)phenyl)sulfonyl)-4,5-dihydro-1H-pyrazole-1-carbimidoyl chloride FC1=CC=C(C=C1)C1=NN(CC1C1=CC=CC=C1)/C(=N/S(=O)(=O)C1=CC=C(C=C1)C(F)(F)F)/Cl